C(CCOCCOCCOCCOCCNCCC)(=O)O 4,7,10,13-tetraoxa-16-aza-nonadecanoic acid